C1CCN2C1=C(C=1C=CC=CC21)C(=O)N2CC1(C2)CN(CC(C1)(F)F)C(=O)OC(C)(C)C tert-butyl 2-(2,3-dihydro-1H-pyrrolo[1,2-a]indole-9-carbonyl)-8,8-difluoro-2,6-diazaspiro[3.5]nonane-6-carboxylate